C1=CC=CC=2C3=CC=CC=C3C=CC12.[Pt] platinum phenanthrene